(1R,2S,5R)-1-amino-5-(2-boronoethyl)-2-((methylamino)methyl)cyclohexanecarboxylic acid dihydrochloride Cl.Cl.N[C@]1([C@@H](CC[C@H](C1)CCB(O)O)CNC)C(=O)O